N-(2-hydroxyethyl)pyrazine-2-carboxamide OCCNC(=O)C1=NC=CN=C1